S1C(=NC2=C1C=CC=C2)SC2=C(C=C(C=C2)NC(=O)NC2=C(C=CC=C2)C(F)(F)F)Cl 1-(4-(benzo[d]thiazol-2-ylsulfanyl)-3-chlorophenyl)-3-(2-(trifluoromethyl)phenyl)urea